(5,6-dichloro-3-pyridyl)methanol ClC=1C=C(C=NC1Cl)CO